C(CCCC)C1=CC=C(C=C1)C1=CC(=CC=C1)F 4'-amyl-3-fluorobiphenyl